ethyl 2-(4-chloro-2-cyanophenyl)-2,2-difluoroacetate ClC1=CC(=C(C=C1)C(C(=O)OCC)(F)F)C#N